butyl 4-(4-(2,6-bis(benzyloxy)pyridin-3-yl)-2-fluoro-5-methoxyphenyl)piperazine-1-carboxylate C(C1=CC=CC=C1)OC1=NC(=CC=C1C1=CC(=C(C=C1OC)N1CCN(CC1)C(=O)OCCCC)F)OCC1=CC=CC=C1